ClC=1C(=NC(=CC1)OC1=C(C=C(C=C1)OC(F)(F)F)Cl)N1CCC(CC1)NC(=O)NC=1C=NC=CC1 1-(1-(3-Chloro-6-(2-chloro-4-(trifluoro-methoxy)phenoxy)pyridin-2-yl)piperidin-4-yl)-3-(pyridin-3-yl)urea